4-(dimethylamino)phenylboronic acid pinacol ester CN(C1=CC=C(C=C1)B1OC(C)(C)C(C)(C)O1)C